PHENANTHREN-2-YL-2-BORONIC ACID B(C1=CC2=C(C=C1)C3=CC=CC=C3C=C2)(O)O